aminomethyl-(isobutylaminomethyl)phosphinic acid NCP(O)(=O)CNCC(C)C